(7aR,9R,11aR)-9-hydroxy-6-(methoxymethoxy)-8,8,11a-trimethyl-3-phenyl-7a,8,9,10,11,11a-hexahydro-1H,7H-pyrano[2,3-c]xanthen-1-one O[C@@H]1CC[C@]2(OC=3C4=C(C=C(C3C[C@@H]2C1(C)C)OCOC)OC(=CC4=O)C4=CC=CC=C4)C